O=C1NC(CCC1N1C(C2=CC=CC(=C2C1=O)NCCCCC=1C(=NC=CC1)C(=O)N)=O)=O (4-((2-(2,6-dioxopiperidin-3-yl)-1,3-dioxoisoindolin-4-yl)amino)butyl)picolinamide